C(C)(C)(C)OC(=O)N1CCC2(CC1)CCC(CC2)CCCN(C)CC2=CC=C(C=C2)OC 9-(3-((4-methoxybenzyl)(methyl)amino)propyl)-3-azaspiro[5.5]Undecane-3-carboxylic acid tert-butyl ester